CN1N=CC2=C(C=CC=C12)OC1=CC=C(C=C1)C1=NC(=CC(=N1)C(=O)N)N[C@@H]1C(NCC1)=O (S)-2-(4-((1-methyl-1H-indazol-4-yl)oxy)phenyl)-6-((2-oxopyrrolidin-3-yl)amino)pyrimidine-4-carboxamide